COC1=NN(C=C1C(=O)NC1=NC(=CC=C1)C=1N2C(=NN1)CC[C@@H]2C)C=2C=NC=C(C2)C(F)(F)F (S)-3-methoxy-N-(6-(5-methyl-6,7-dihydro-5H-pyrrolo[2,1-c][1,2,4]triazol-3-yl)pyridin-2-yl)-1-(5-(trifluoromethyl)pyridin-3-yl)-1H-pyrazole-4-carboxamide